4,7-dichloro-1-(2-chlorophenyl)-5-fluoroquinazolin-2(1H)-one ClC1=NC(N(C2=CC(=CC(=C12)F)Cl)C1=C(C=CC=C1)Cl)=O